1-[(S)-3-(3-{5-[(R)-(1,3-Dimethyl-azetidin-3-yl)-hydroxy-(4-isopropyl-phenyl)-methyl]-pyridin-3-yl}-[1,2,4]oxadiazol-5-ylmethyl)-pyrrolidin-1-yl]-ethanone CN1CC(C1)(C)[C@@](C=1C=C(C=NC1)C1=NOC(=N1)C[C@H]1CN(CC1)C(C)=O)(C1=CC=C(C=C1)C(C)C)O